2-(6-Oxa-3-azabicyclo[3.1.1]heptan-3-yl)-N-((2-(2,2,2-trifluoroethoxy)pyridin-4-yl)methyl)acetamide C12CN(CC(O1)C2)CC(=O)NCC2=CC(=NC=C2)OCC(F)(F)F